ClC=1C=C(OC2=C(C(=NC3=CC(=C(C=C23)NC(\C=C\CN(C)C)=O)OCC)CC)C#N)C=CC1OC (E)-N-(4-(3-chloro-4-methoxyphenoxy)-3-cyano-7-ethoxy-2-ethylquinolin-6-yl)-4-(dimethylamino)but-2-enamide